2-[(Oxocyclohexan-4-yl)methyl]-8-(trifluoromethyl)-4,5-dihydro-2H-furo[2,3-g]indazole-7-carboxylic acid ethyl ester C(C)OC(=O)C1=C(C2=C(CCC3=CN(N=C23)CC2CCC(CC2)=O)O1)C(F)(F)F